OCC1C(C(C(CO1)O)O)O 6-(hydroxymethyl)tetrahydro-2H-pyran-3,4,5-triol